1-(4-(7-(6-amino-3-(trifluoromethyl)pyridin-2-yl)-6-chloro-2-((3-fluoro-1-methylpyrrolidin-2-yl)methoxy)quinazolin-4-yl)piperazin-1-yl)prop-2-en-1-one NC1=CC=C(C(=N1)C1=C(C=C2C(=NC(=NC2=C1)OCC1N(CCC1F)C)N1CCN(CC1)C(C=C)=O)Cl)C(F)(F)F